OC1(CCN(CC1)C(C[C@@H](C)C1=CC=CC=C1)=O)CN1C=NC2=CC(=CC=C2C1=O)NC(C=CN1CCN(CC1)C)=O (R)-N-(3-((4-hydroxy-1-(3-phenylbutyryl)piperidin-4-yl)methyl)-4-oxo-3,4-dihydroquinazolin-7-yl)-3-(4-methylpiperazin-1-yl)acrylamide